ClC1=CC=C(C=C1)C1=CC=C(C=C1)CC1=NOC(=N1)CC(C(=O)OC(C)(C)C)=C tert-butyl 2-((3-((4'-chloro-[1,1'-biphenyl]-4-yl)methyl)-1,2,4-oxadiazol-5-yl)methyl)acrylate